NCCC(CO)O aminoethyl-ethylene glycol